C1(CC1)OC1=CC=C(C=C1)C1=C(N(C=2N=CN=C(C21)N)C)C2=CCC1(CCNCC1)CC2 5-(4-cyclopropoxyphenyl)-7-methyl-6-(3-azaspiro[5.5]undec-8-en-9-yl)-7H-pyrrolo[2,3-d]pyrimidin-4-amine